ClC1=NC(=NC(=C1)OC)C(C)(C)F 4-chloro-2-(2-fluoropropan-2-yl)-6-methoxypyrimidine